C(C)(C)(C)C=1C=C(C=C(C1O)C(C)(C)C)CCC(=O)OCC(COC(CCC1=CC(=C(C(=C1)C(C)(C)C)O)C(C)(C)C)=O)(COC(CCC1=CC(=C(C(=C1)C(C)(C)C)O)C(C)(C)C)=O)COC(CCC1=CC(=C(C(=C1)C(C)(C)C)O)C(C)(C)C)=O 2,2-bis[[[3-(3,5-di-tert-butyl-4-hydroxyphenyl)propionyl]oxy]methyl]propane-1,3-diol 1,3-bis[3-(3,5-di-tert-butyl-4-hydroxyphenyl) propionate]